C1(CC1)C1=CN(C=2N=C(N=C(C21)N[C@H]2CN[C@H](CC2)C)NC=2C=NN(C2)C)COCC[Si](C)(C)C 5-cyclopropyl-N2-(1-methyl-1H-pyrazol-4-yl)-N4-((3R,6S)-6-methylpiperidin-3-yl)-7-((2-(trimethylsilyl)ethoxy)methyl)-7H-pyrrolo[2,3-d]pyrimidine-2,4-diamine